The molecule is a ceramide that consists of 1-deoxy-4-hydroxysphinganine in which one of the hydrogens of the amino group is substituted by a fatty acyl group. It is a ceramide and a member of phytoceramides. CCCCCCCCCCCCCC[C@H]([C@H]([C@H](C)NC=O)O)O